2-(2-((2-(1-(2,2-difluoroethyl)-1H-benzo[d]imidazol-2-yl)ethyl)amino)ethyl)-N-((3-fluoropyridin-2-yl)methyl)oxazole-4-carboxamide FC(CN1C(=NC2=C1C=CC=C2)CCNCCC=2OC=C(N2)C(=O)NCC2=NC=CC=C2F)F